8-methyl-7-(3-(trifluoromethyl)-7,8-dihydro-1,6-naphthyridin-6(5H)-yl)-4H-pyrimido[1,2-b]pyridazin-4-one CC1=CC=2N(N=C1N1CC=3C=C(C=NC3CC1)C(F)(F)F)C(C=CN2)=O